BrC=1C=C(CNCCCCOCCOC2=NC3=C(C4=CN=CC=C24)C=CC=C3)C=CC1OC(F)(F)F 5-(2-(4-((3-bromo-4-(trifluoro-methoxy)benzyl)amino)butoxy)ethoxy)benzo[c][2,6]naphthyridine